OCCN1N=CC(=C1)S(=O)(=O)C=1C=C2C=NN(CC2=CC1)CC1=NC=C(C=C1)OC 6-((1-(2-hydroxyethyl)-1H-pyrazol-4-yl)sulfonyl)-2-((5-methoxypyridin-2-yl)methyl)phthalazin